N1C(NCCC1)=C1NCCCN1 2-hexahydropyrimidin-2-ylidenehexahydropyrimidine